COC1=CC=C(CN2N=C(C=C2C(=O)N)C2=CC(=C(C(=C2)OC)OC)OC)C=C1 (4-methoxybenzyl)-3-(3,4,5-trimethoxyphenyl)-1H-pyrazole-5-carboxamide